(S)-1-(3-(4-amino-3-(4-phenoxyphenyl)-1H-pyrazolo[3,4-d]pyrimidin-1-yl)piperidin-1-yl)prop-2-en-1-one NC1=C2C(=NC=N1)N(N=C2C2=CC=C(C=C2)OC2=CC=CC=C2)[C@@H]2CN(CCC2)C(C=C)=O